(4,5-dimethylthiazol-2-yl)-2,5-diphenyltetrazolium bromide CC1=C(SC(=N1)[N+]2=C(N=NN2C3=CC=CC=C3)C4=CC=CC=C4)C.[Br-]